2-[6-(4-fluoro-2-mesyl-benzyl)-2-azaspiro[3.3]heptane-2-carbonyl]-7-oxa-2,5-diazaspiro[3.4]octan-6-one FC1=CC(=C(CC2CC3(CN(C3)C(=O)N3CC4(C3)NC(OC4)=O)C2)C=C1)S(=O)(=O)C